tert-Butyl (2R,5S)-2-((S)-(3-fluorophenyl)(hydroxy)methyl)-5-(((R)-1-(methylsulfonyl)piperidin-3-yl)methyl)pyrrolidine-1-carboxylate FC=1C=C(C=CC1)[C@@H]([C@@H]1N([C@@H](CC1)C[C@@H]1CN(CCC1)S(=O)(=O)C)C(=O)OC(C)(C)C)O